C(C=C)(=O)OCC(CCCCCCC1=CC=CC=C1)OC(C=C)=O 8-phenyloctane-1,2-diol diacrylate